2,4,6-triisopropylaniline C(C)(C)C1=C(N)C(=CC(=C1)C(C)C)C(C)C